FC=1C(NC(N(C1)[C@H]1C[C@@H]([C@H](O1)[C@@H](C)O[P@](=O)(OC1=CC=CC=C1)N[C@@H](C)C(=O)OCC1=CC=CC=C1)O)=O)=O benzyl ((S)-((R)-1-((2S,3S,5R)-5-(5-fluoro-2,4-dioxo-3,4-dihydropyrimidin-1(2H)-yl)-3-hydroxytetrahydrofuran-2-yl)ethoxy)(phenoxy)phosphoryl)-L-alaninate